(R)-2-amino-4-(1-(1,3-bis(3-hydroxy-2-(hydroxymethyl)propoxy)-2-((3-hydroxy-2-(hydroxymethyl)propoxy)methyl)propan-2-yl)-1H-1,2,3-triazol-4-yl)butanamide N[C@@H](C(=O)N)CCC=1N=NN(C1)C(COCC(CO)CO)(COCC(CO)CO)COCC(CO)CO